3-tert-butyl-1-(cyclopropylmethyl)-2-oxo-1,3,8-triazaspiro[4.5]decane-8-carboxylate C(C)(C)(C)N1C(N(C2(C1)CCN(CC2)C(=O)[O-])CC2CC2)=O